COCC(CC)(CCCCC)COC 3,3-bis(methoxymethyl)octane